3-(2-acryloyl-2,6-diazaspiro[3.4]octan-6-yl)-5-(1,6-dimethyl-1H-indazol-7-yl)-2-(((S)-1-methylpyrrolidin-2-yl)methoxy)isonicotinonitrile C(C=C)(=O)N1CC2(C1)CN(CC2)C2=C(C#N)C(=CN=C2OC[C@H]2N(CCC2)C)C=2C(=CC=C1C=NN(C21)C)C